C(C1=CC=CC=C1)OC(=O)N(CCCNC1=C(C=CC=C1C(F)(F)F)C1=CC=CC(=N1)N([C@H]1C[C@H](N(C1)C(=O)OC(C)(C)C)C(=O)O)C(=O)OC(C)(C)C)C (2S,4S)-4-[[6-[2-[3-[benzyloxycarbonyl(methyl)amino]propylamino]-3-(trifluoromethyl)phenyl]-2-pyridyl]-tert-butoxycarbonyl-amino]-1-tert-butoxycarbonyl-pyrrolidine-2-carboxylic acid